4-amino-N-((4S)-7-bromo-3,4-dihydro-1H-2-benzopyran-4-yl)-N-ethyl-1,3-dihydrofuro[3,4-c][1,7]naphthyridine-8-carboxamide NC1=NC=2C=NC(=CC2C2=C1COC2)C(=O)N(CC)[C@@H]2COCC1=C2C=CC(=C1)Br